3-Dodecyl-1-(naphthalen-1-yl)-2H-imidazol-3-ium tetrafluoroborate F[B-](F)(F)F.C(CCCCCCCCCCC)[NH+]1CN(C=C1)C1=CC=CC2=CC=CC=C12